C(C)NCC(CC1=CC=C(C=C1)OC1=CC=C(C=C1)CN1CC(C1)OC)C1=C(C(NC=N1)=O)O 6-(1-(ethylamino)-3-(4-(4-((3-methoxyazetidin-1-yl)methyl)phenoxy)phenyl)propan-2-yl)-5-hydroxypyrimidin-4(3H)-one